tert-butyl 4-[5-methyl-1-(1-oxoindan-5-yl)pyrazol-3-yl]piperazine-1-carboxylate CC1=CC(=NN1C=1C=C2CCC(C2=CC1)=O)N1CCN(CC1)C(=O)OC(C)(C)C